COC1=NC=C(C(=N1)OC)C=1C=C(C=2N(N1)C=CN2)[C@@H]2[C@H](C2)C=2C=CC1=C(N(C(=N1)C(F)(F)F)CC(F)(F)F)C2 6-(2,4-dimethoxypyrimidin-5-yl)-8-((1S,2S)-2-(1-(2,2,2-trifluoroethyl)-2-(trifluoromethyl)-1H-benzo[d]imidazol-6-yl)cyclopropyl)imidazo[1,2-b]pyridazine